O=C1NC(CCC1N1C(O[C@H](C1)C1=CC=C(C=C1)C#CCOCCOCCOCCOCCNC(OC(C)(C)C)=O)=O)=O tert-butyl (15-(4-((5S)-3-(2,6-dioxopiperidin-3-yl)-2-oxooxazolidin-5-yl)phenyl)-3,6,9,12-tetraoxapentadec-14-yn-1-yl)carbamate